5,6-dimethoxypyrazolo[1,5-a]Pyridine COC1=CC=2N(C=C1OC)N=CC2